COC(=O)C1CCC(CC1)C=1C=2N(C=C(C1)C=1C=NN(C1)C)N=CC2C#N 4-(3-cyano-6-(1-methyl-1H-pyrazol-4-yl)pyrazolo[1,5-a]Pyridin-4-yl)cyclohexane-1-carboxylic acid methyl ester